3-(benzyloxy)azetidine C(C1=CC=CC=C1)OC1CNC1